FC1=CC=CC2=C1N=CN=N2 5-fluoro-1,2,4-benzotriazine